amino-1-(4-(((R)-1-cyanoethyl)amino)-5-(4-((1r,4R)-4-(2-oxoethyl)cyclohexyl)-1H-1,2,3-triazol-1-yl)pyridin-2-yl)-1H-pyrazolo[3,4-b]pyridine-5-carbonitrile NC1=NN(C2=NC=C(C=C21)C#N)C2=NC=C(C(=C2)N[C@H](C)C#N)N2N=NC(=C2)C2CCC(CC2)CC=O